C1=CC(=CC=C1[N+](=O)[O-])O[C@H]2[C@@H]([C@H]([C@@H]([C@H](O2)C(=O)O)O[C@@H]3[C@@H]([C@H]([C@@H]([C@H](O3)CO)O[C@H]4[C@@H]([C@H]([C@@H]([C@H](O4)C(=O)O)O[C@@H]5[C@@H]([C@H]([C@@H]([C@H](O5)CO)O)O)NS(=O)(=O)O)O)O)O)NS(=O)(=O)O)O)O The molecule is an amino tetrasaccharide consisting of alpha-D-GlcNS-(1->4)-beta-D-GlcA-(1->4)-alpha-D-GlcNS-(1->4)-beta-D-GlcA in which the hydrogen attached to the anomeric oxygen is replaced by a 4-nitrophenyl group. It is a glycoside, a carbohydrate acid derivative, an amino tetrasaccharide and a C-nitro compound.